BrC1=C(C=CC=C1F)C1CN(CCN1)C1=NC(=NC(=C1)C(C)C)N 4-(3-(2-bromo-3-fluorophenyl)piperazin-1-yl)-6-isopropylpyrimidin-2-amine